(1R,3S)-3-(3-{[(4-methyl-1,3-oxazol-2-yl)acetyl]amino}-1H-pyrazol-5-yl)cyclopentyl (2S)-2-methylpyrrolidine-1-carboxylate C[C@@H]1N(CCC1)C(=O)O[C@H]1C[C@H](CC1)C1=CC(=NN1)NC(CC=1OC=C(N1)C)=O